C(C)(CC)S(=O)(=O)C1=CC=C(C=C1)C=1N=C(C(=NC1)N)C1=CC(=NO1)C1=C(C=C(C=C1)CNC(CF)C)F 5-(4-(sec-butylsulfonyl)phenyl)-3-(3-(2-fluoro-4-((1-fluoropropan-2-ylamino)methyl)phenyl)isoxazol-5-yl)pyrazin-2-amine